1-heneicosanoyl-2-(6Z,9Z,12Z,15Z-octadecatetraenoyl)-glycero-3-phospho-(1'-sn-glycerol) CCCCCCCCCCCCCCCCCCCCC(=O)OC[C@H](COP(=O)(O)OC[C@H](CO)O)OC(=O)CCCC/C=C\C/C=C\C/C=C\C/C=C\CC